Methyl 3-(benzo[d][1,3]dioxol-5-yl)-3-(7-(2-(cycloheptylamino)-2-oxoethoxy)naphthalen-2-yl)-2,2-dimethylpropanoate O1COC2=C1C=CC(=C2)C(C(C(=O)OC)(C)C)C2=CC1=CC(=CC=C1C=C2)OCC(=O)NC2CCCCCC2